methyl (2S)-2-(((2-(3-chlorophenyl)-2,2-difluoro-1-phenylethoxy)carbonyl)amino)-3-cyclopentylpropanoate ClC=1C=C(C=CC1)C(C(OC(=O)N[C@H](C(=O)OC)CC1CCCC1)C1=CC=CC=C1)(F)F